TRIAZOLAMIDE N1N=NC(=C1)C(=O)N